5-(2,4-Dimethoxyphenyl)-2-hydroxy-1H-phenalen-1-one COC1=C(C=CC(=C1)OC)C=1C=C2C=C(C(C=3C=CC=C(C1)C32)=O)O